3-ethyl-5-ethylsulfanyl-6-[3-methyl-6-(trifluoromethyl)imidazo[4,5-b]pyridin-2-yl]-1H-benzimidazol-2-one C(C)N1C(NC2=C1C=C(C(=C2)C2=NC=1C(=NC=C(C1)C(F)(F)F)N2C)SCC)=O